CN(CC(=O)N1C[C@@H]([C@@H](CC1)NC1=CC=CC2=C(N(N=C12)C#CCNC1=C(C=C(C=C1)S(=O)(=O)C)OC)C=C)F)C 2-(dimethylamino)-1-((3S,4R)-3-fluoro-4-((2-(3-((2-methoxy-4-(methylsulfonyl)phenyl)amino)prop-1-yn-1-yl)-3-vinyl-2H-indazol-7-yl)amino)piperidin-1-yl)ethan-1-one